tert-butyl 4-[2-(7-fluoro-2-methylindazol-5-yl)thieno[3,2-c]pyrazol-5-yl]piperidine-1-carboxylate FC1=CC(=CC2=CN(N=C12)C)N1N=C2C(=C1)SC(=C2)C2CCN(CC2)C(=O)OC(C)(C)C